N1S(CCC12CNCCC2)(=O)=O 2-thia-1,7-diazaspiro[4.5]decane 2,2-dioxide